N-((7-(dimethoxymethyl)-4-fluoro-1,2,3,4-tetrahydro-2,4-methylene-1,8-naphthyridin-6-yl)methyl)-N-methylacetamide COC(C1=C(C=C2C3(CC(NC2=N1)C3)F)CN(C(C)=O)C)OC